C(C)OC(=O)C1=C(N=C(S1)NC1=NC(=CC(=N1)N1CC(NCC1)=O)N1CCN(CC1)C)C 2-[4-(3-oxopiperazin-1-yl)-6-(4-methylpiperazin-1-yl)-pyrimidin-2-ylamino]-4-methyl-thiazole-5-carboxylic acid ethyl ester